C(C)(C)(C)OC(=O)N[C@@H](CCCCNC1=C2CN(C(C2=CC=C1)=O)C1C(NC(CC1)=O)=O)C(=O)OCC1=CC=CC=C1 benzyl N2-(tert-butoxycarbonyl)-N6-(2-(2,6-dioxopiperidin-3-yl)-1-oxoisoindolin-4-yl)-L-lysinate